1-[(tetrahydrofuran-2-yl)formyl]piperazine O1C(CCC1)C(=O)N1CCNCC1